N-(2-(4-methylpiperazin-1-yl)-5-(2-morpholinopyrimidin-5-yl)phenyl)-6-oxo-4-(trifluoromethyl)-1,6-dihydropyridine-3-carboxamide CN1CCN(CC1)C1=C(C=C(C=C1)C=1C=NC(=NC1)N1CCOCC1)NC(=O)C1=CNC(C=C1C(F)(F)F)=O